FC1=C(C(=C(C(=C1[B-](C1=C(C(=C(C(=C1F)F)F)F)F)(C1=C(C(=C(C(=C1F)F)F)F)F)C1=C(C(=C(C(=C1F)F)F)F)F)F)F)F)F.[NH4+].C1(=CC=CC=C1)P(C1=CC=CC=C1)C1=CC=CC=C1.C1(=CC=CC=C1)P(C1=CC=CC=C1)C1=CC=CC=C1 bis(triphenylphosphine) ammonium tetrakis(pentafluorophenyl)borate